2-(4-(6-((4-chloro-2-Fluorobenzyl)oxy)pyridin-2-yl)piperidin-1-yl)-2-cyclopropylacetic acid ClC1=CC(=C(COC2=CC=CC(=N2)C2CCN(CC2)C(C(=O)O)C2CC2)C=C1)F